C(CCCCCCCCCCC(=O)O)(=O)O dodecan-1,12-dioic acid